C1OCC12CC(C2)OC=2C=C1C=CN=C(C1=CC2)NC=2C=NC(=CC2)Cl 6-((2-oxaspiro[3.3]heptan-6-yl)oxy)-N-(6-chloropyridin-3-yl)isoquinolin-1-amine